6-methyl-3-(methylamino)pyridinecarboxylic acid ethyl ester C(C)OC(=O)C1=NC(=CC=C1NC)C